O1C(=CC=C1)C(=O)O.[K] potassium hydrogen oxolate